4-phenyl-5-(p-tolyl)pyrimidine cyclopentane-1-carboxylate C1(CCCC1)C(=O)O.C1(=CC=CC=C1)C1=NC=NC=C1C1=CC=C(C=C1)C